F[C@H](CNC(=O)C=1C=NC2=CC=C(C=C2C1NCC(C)O)C=1C=NNC1)C(C)(C)O N-((R)-2-fluoro-3-hydroxy-3-methylbutyl)-4-((2-hydroxypropyl)amino)-6-(1H-pyrazol-4-yl)quinoline-3-carboxamide